OC(CNCCCCCCOCCCCC=1C=C(CS(=O)(=O)N)C=CC1)C1=CC(=C(C=C1)O)CO 3-(4-{6-[2-Hydroxy-2-(4-hydroxy-3-hydroxymethyl-phenyl)-ethylamino]-hexyloxy}-butyl)-benzylsulfonamide